3-[(hydroxymethyl)amino]-3-oxopropyl-phosphonic acid-dimethyl ester COP(OC)(=O)CCC(=O)NCO